C(C1=CC=CC=C1)OC1=C(C(=O)N2CC3=C(C=CC=C3CC2)N([C@@H]2CN(CC2)C(CCCOC)=O)C)C(=CC(=C1)OCOC)OCOC (S)-1-(3-((2-(2-(benzyloxy)-4,6-bis(methoxymethoxy)benzoyl)-1,2,3,4-tetrahydroisoquinolin-8-yl)(methyl)amino)pyrrolidin-1-yl)-4-methoxybutan-1-one